N-(5-chlorothiazol-2-yl)-4-((2-((2-(ethylamino)ethyl)amino)-4-methylbenzyl)oxy)-1H-indazole-1-sulfonamide ClC1=CN=C(S1)NS(=O)(=O)N1N=CC2=C(C=CC=C12)OCC1=C(C=C(C=C1)C)NCCNCC